N1C=CC=2C1=NC=C(C2)CN2CCC1=CC=C(C=C21)C(=O)NC2=CC(=CC(=C2)C(F)(F)F)CN2CCN(CC2)C 1-((1H-Pyrrolo[2,3-b]pyridin-5-yl)methyl)-N-(3-((4-methylpiperazin-1-yl)methyl)-5-(trifluoromethyl)phenyl)indolin-6-carboxamid